C(C1=CC=CC=C1)(=O)C(C(=O)O)(C)C1=CC=CC=C1 benzoylphenylpropionic acid